NC=1C=C(C=CC1)C(O)C=1SC=CN1 (3-aminophenyl)(thiazol-2-yl)methanol